4-methylmorpholin-4-ium chloride [Cl-].C[NH+]1CCOCC1